O1C(CCC1)CN1C(C=NC2=CC=CC=C12)=O ((tetrahydrofuran-2-yl)methyl)quinoxalin-2(1H)-one